NC=1SC2=C(N1)C(=C(C=C2)F)C=2C(=CC=1C3=C(C=NC1C2F)N(C([C@@H]2N3C[C@H](N(C2)C=C(C)F)C)=O)C)Cl (2R,4aR,10R)-10-(2-amino-5-fluorobenzo[d]thiazol-4-yl)-11-chloro-9-fluoro-3-(2-fluoropropenyl)-2,6-dimethyl-2,3,4,4a-tetrahydro-1H-pyrazino[1',2':4,5]pyrazino[2,3-c]quinolin-5(6H)-one